(6-hydrazineylpyridin-3-yl)(imino)(isopropyl)-λ6-sulfanone N(N)C1=CC=C(C=N1)S(=O)(C(C)C)=N